2-Ethyl 2-[1-[2-(4-formylcyclohexyl)-5-[[6-(trifluoromethyl)pyridine-2-carbonyl]amino] indazol-6-yl]-1-methyl-ethoxy]acetate C(=O)C1CCC(CC1)N1N=C2C=C(C(=CC2=C1)NC(=O)C1=NC(=CC=C1)C(F)(F)F)C(C)(OCC(=O)OCC)C